tert-butyl 3-(6-bromo-2-oxo-3H-benzimidazol-1-yl)propanoate BrC=1C=CC2=C(N(C(N2)=O)CCC(=O)OC(C)(C)C)C1